3-(6-amino-8-((6-(oxazol-2-yl)benzo[d][1,3]dioxol-5-yl)thio)-9H-purin-9-yl)-N-ethylpropane-1-sulfonamide NC1=C2N=C(N(C2=NC=N1)CCCS(=O)(=O)NCC)SC1=CC2=C(OCO2)C=C1C=1OC=CN1